2,3,4-trimethylbenzo[d]thiazol-3-ium 4-nitrobenzenesulfonate [N+](=O)([O-])C1=CC=C(C=C1)S(=O)(=O)[O-].CC=1SC2=C([N+]1C)C(=CC=C2)C